COC1=C(NCC#CC=2C=C(C=3C=CN(C3C2)CC(F)(F)F)NCC2CCN(CC2)C)C=CC(=C1)S(=O)(=O)C 6-[3-(2-methoxy-4-methylsulfonyl-anilino)prop-1-ynyl]-N-[(1-methyl-4-piperidyl)methyl]-1-(2,2,2-trifluoroethyl)indol-4-amine